C(C)C=1SC(=CC1)C 2-Ethyl-5-Methyl-Thiophene